3-[3-(2-chloro-6-methyl-4-pyridinyl)-5-[[(2S)-2-hydroxypropyl]amino]pyrazolo[1,5-a]pyrimidin-2-yl]benzonitrile ClC1=NC(=CC(=C1)C=1C(=NN2C1N=C(C=C2)NC[C@H](C)O)C=2C=C(C#N)C=CC2)C